C1(=CC=CC=C1)C12CC(C1)(C2)CNC(=O)C=2N=NC=CC2 N-((3-phenylbicyclo[1.1.1]pentan-1-yl)methyl)pyridazine-3-carboxamide